C(CCCC)C(C(=O)OOC(C=C)=O)CP(=O)(O)O acryloyloxy pentyl-3-phosphonopropionate